cis-tert-butyl (4-((1-(methylsulfonyl)-5-phenylpiperidin-3-yl)oxy)benzyl)carbamate CS(=O)(=O)N1C[C@H](C[C@H](C1)C1=CC=CC=C1)OC1=CC=C(CNC(OC(C)(C)C)=O)C=C1